1-(4-(2-(imidazo[1,2-a]pyrimidin-6-yl)-3-isopropyl-1H-indol-5-yl)piperidin-1-yl)-2-methylpropan-2-ol N=1C=CN2C1N=CC(=C2)C=2NC1=CC=C(C=C1C2C(C)C)C2CCN(CC2)CC(C)(O)C